N-[4-(4-Chloro-3-cyano-1H-indol-7-yl)cyclohexyl]-4-[4-(dibutoxymethyl)piperidin-1-yl]-2-fluorobenzamide ClC1=C2C(=CNC2=C(C=C1)C1CCC(CC1)NC(C1=C(C=C(C=C1)N1CCC(CC1)C(OCCCC)OCCCC)F)=O)C#N